BrC1=C2C=NN(C2=C(C(=C1I)Cl)F)C1OCCCC1 4-bromo-6-chloro-7-fluoro-5-iodo-1-(tetrahydro-2H-pyran-2-yl)-1H-indazole